BrC1=CC=CC=2N(C(=NC21)Cl)C 4-bromo-2-chloro-1-methyl-1H-benzo[d]imidazole